2'-deoxy-fluoroadenosine F[C@@]1(C[C@H](O)[C@@H](CO)O1)N1C=NC=2C(N)=NC=NC12